3,5'-difluoro-6,2'-di(trifluoromethoxy)biphenyl FC=1C=C(C(=CC1)OC(F)(F)F)C1=C(C=CC(=C1)F)OC(F)(F)F